(S)-4,11-diethyl-4-hydroxy-3,14-dioxo-3,4,12,14-tetrahydro-1H-pyrano[3',4':6,7]indolizino[1,2-b]quinolin-9-ylpiperazine-1-carboxylate C(C)[C@]1(C(OCC=2C(N3CC=4C(=NC=5C=CC(=CC5C4CC)OC(=O)N4CCNCC4)C3=CC21)=O)=O)O